tert-butyl 3-(2-acetylhydrazine-1-carbonyl)azetidine-1-carboxylate C(C)(=O)NNC(=O)C1CN(C1)C(=O)OC(C)(C)C